(S)-2-(1-propenoyl-pyrrolidin-2-yl)-1-amino-4-(4-(pyridin-2-ylcarbamoyl)phenyl)-1H-imidazole-5-carboxamide C(C=C)(=O)N1[C@@H](CCC1)C=1N(C(=C(N1)C1=CC=C(C=C1)C(NC1=NC=CC=C1)=O)C(=O)N)N